BrC=1C=NC(=NC1)C(C)(CC)NS(=O)C(C)(C)C N-[2-(5-bromopyrimidin-2-yl)butan-2-yl]-2-methylpropane-2-sulfinamide